4-(1-(2-cyanoethyl)-1,2,3,6-tetrahydropyridin-4-yl)-1H-pyrrolo[2,3-b]pyridin C(#N)CCN1CCC(=CC1)C1=C2C(=NC=C1)NC=C2